C1(=CC=CC=C1)C1CC=2N(C3=CC=CC=C3C2C(C1)=O)NC(C)=O N-(2-phenyl-4-oxo-1,2,3,4-tetrahydro-9H-carbazol-9-yl)acetamide